FC(C(C)(C)C1=NNC(=N1)CNC(OC(C)(C)C)=O)(F)F tert-butyl ((3-(1,1,1-trifluoro-2-methylpropan-2-yl)-1H-1,2,4-triazol-5-yl)methyl)carbamate